C(C)N(C1=CC=C2C=C(C(OC2=C1)=O)C#N)CC 7-(diethylamino)coumarin-3-carbonitrile